4-Benzyl-2-(4-fluorophenyl)morpholin-5,5-d2 C(C1=CC=CC=C1)N1CC(OCC1([2H])[2H])C1=CC=C(C=C1)F